7-(difluoro-methyl)-N-(2-methoxy-6-(2-meth-oxyethoxy)-pyridin-3-yl)-quinolin-4-amine FC(C1=CC=C2C(=CC=NC2=C1)NC=1C(=NC(=CC1)OCCOC)OC)F